C1(CC1)C1=NNC(=N1)C1CC2(CN(C2)C(=O)N2CC3(C2)CC(C3)S(=O)(=O)C3=CC(=CC=C3)OC(F)(F)F)C1 [6-(3-cyclopropyl-1H-1,2,4-triazol-5-yl)-2-azaspiro[3.3]heptan-2-yl]-[6-[3-(trifluoromethoxy)phenyl]sulfonyl-2-azaspiro[3.3]heptan-2-yl]methanone